ClC1=C(C=CC=C1C(NC1CC1)=O)NC1=C(C=C(C(=O)O)C=C1)C1CC1 4-{[2-chloro-3-(cyclopropylcarbamoyl)phenyl]Amino}-3-cyclopropylbenzoic acid